(3S)-3-amino(4,4,4-2H3)butanoic acid N[C@H](CC(=O)O)C([2H])([2H])[2H]